2,3,5-trifluoro-benzoic acid ethyl ester C(C)OC(C1=C(C(=CC(=C1)F)F)F)=O